FC=1C=C(C=C(C1SC1=NN=C(N1CC=1OC=CC1)C1=C(C=CC=C1)F)F)C(=O)NO 3,5-difluoro-4-[[5-(2-fluorophenyl)-4-(2-furylmethyl)-1,2,4-triazol-3-yl]sulfanyl]benzenecarbohydroxamic acid